FC1=C(C(=CC=C1)O)C(\C=C\C1=CC=CC=C1)=O (E)-1-(2-fluoro-6-hydroxyphenyl)-3-phenylprop-2-en-1-one